(2R,3S)-5,7-bis(benzyloxy)-2-(3,4-bis(benzyloxy)phenyl)chroman-3-yl-5-(benzyloxy)-6-nitronicotinate C(C1=CC=CC=C1)OC1=C2C[C@@H]([C@H](OC2=CC(=C1)OCC1=CC=CC=C1)C1=CC(=C(C=C1)OCC1=CC=CC=C1)OCC1=CC=CC=C1)OC(C1=CN=C(C(=C1)OCC1=CC=CC=C1)[N+](=O)[O-])=O